NC=1N=NC(=CC1N1CC2CCC(C1)N2C=2C=C(C=CC2)CN2CCN(CC2)C(=O)OCC2=CC=CC=C2)C2=C(C=CC=C2)O benzyl 4-[[3-[3-[3-amino-6-(2-hydroxyphenyl)pyridazin-4-yl]-3,8-diazabicyclo[3.2.1]octan-8-yl]phenyl]methyl]piperazine-1-carboxylate